1,10-diaminodecane dimesylate S(C)(=O)(=O)O.S(C)(=O)(=O)O.NCCCCCCCCCCN